ClC=1C=C(NC2(CCC3([C@H](CC4=CC=CC=C34)C[C@H](COC3=CC=NC=4[C@@H](CCCC34)O)C)CC2)C(=O)O)C=CC1 (1r,2'S,4S)-4-(3-chloroanilino)-2'-[(2R)-3-{[(8R)-8-hydroxy-5,6,7,8-tetrahydroquinolin-4-yl]oxy}-2-methylpropyl]-2',3'-dihydrospiro[cyclohexane-1,1'-indene]-4-carboxylic acid